(S)-2-((4-methoxy-5-(4-(4-methyl-4H-1,2,4-triazol-3-yl)phenyl)pyrimidin-2-yl)amino)-6,6a,7,8-tetrahydro-9H-pyrido[2,3-b]pyrrolo[1,2-d][1,4]oxazin-9-one COC1=NC(=NC=C1C1=CC=C(C=C1)C1=NN=CN1C)NC1=CC2=C(OC[C@H]3N2C(CC3)=O)N=C1